FC1=NC=C(C(=N1)[C@@H](C1(CCCC1)C)NC1=C(C(C1=O)=O)NC1=C(C(=NC=C1)C(=O)N(C)C)O)C (R)-4-((2-(((2-fluoro-5-methylpyrimidin-4-yl)(1-methylcyclopentyl)methyl)amino)-3,4-dioxocyclobut-1-en-1-yl)amino)-3-hydroxy-N,N-dimethylpicolinamide